CC=1C=C(C=CC1O)C1=CC(=C(C=C1)O)C 3,3'-dimethyl-1,1'-biphenyl-4,4'-diol